N(=[N+]=[N-])[C@@H]1C[C@@H]([C@H](OC1SC1=CC=C(C=C1)C)[C@@H](C)N(C(OCC1=CC=CC=C1)=O)CC1=CC=CC=C1)OCC1=CC=CC=C1 benzyl ((1R)-1-((2R,3S,5R)-5-azido-3-(benzyloxy)-6-(p-tolylthio)tetrahydro-2H-pyran-2-yl)ethyl)(benzyl)carbamate